anti-isocitrate C(C(O)C(C(=O)[O-])CC(=O)[O-])(=O)[O-]